tert-butyl (2R)-3-[[4-(acetyloxy)butanoyl]sulfanyl]-2-(3-[[(4R)-2,2,5,5-tetramethyl-1,3-dioxan-4-yl]formamido]propanamido)propanoate C(C)(=O)OCCCC(=O)SC[C@@H](C(=O)OC(C)(C)C)NC(CCNC(=O)[C@@H]1OC(OCC1(C)C)(C)C)=O